OC1CC(=C(C(C1)(C)C)C=CC(=CC=CC(=CC=CC=C(C=O)C)C)C)C 13-(4-Hydroxy-2,6,6-trimethyl-1-cyclohexen-1-yl)-2,7,11-trimethyl-2,4,6,8,10,12-tridecahexaenal